Cl.C(CCC)C1=NC=2C(=C(N=NC2N)OC(C)C)N1CC1=CC=C(C=C1)CNC1CCOCC1 2-butyl-7-isopropoxy-1-(4-(((tetrahydro-2H-pyran-4-yl)amino)methyl)benzyl)-1H-imidazo[4,5-d]pyridazin-4-amine hydrochloride